1-(1-(Azetidin-3-yl)piperidin-4-yl)-3-butyl-5-(diaminomethylene)pyrimidine-2,4,6(1H,3H,5H)-trione N1CC(C1)N1CCC(CC1)N1C(N(C(C(C1=O)=C(N)N)=O)CCCC)=O